tris(2,2'-bipyridyl) ruthenium bis(tetrafluoroborate) F[B-](F)(F)F.F[B-](F)(F)F.[Ru+2].N1=C(C=CC=C1)C1=NC=CC=C1.N1=C(C=CC=C1)C1=NC=CC=C1.N1=C(C=CC=C1)C1=NC=CC=C1